Cl.NC1=C2N(C(N(C2=NC=N1)C1CCN(CC1)C1CCN(CC1)C1CNC1)=O)C1=CC(=C(C=C1)OC1=CC=C(C=C1)OC)C 6-amino-9-[1'-(azetidin-3-yl)-[1,4'-bipiperidin]-4-yl]-7-[4-(4-methoxyphenoxy)-3-methylphenyl]purin-8-one hydrochloride